4a,7,7-Trimethyl-1,4,4a,6,7,8,9,9a-octahydro-5H-benzo[7]annulen-5-ol CC12C(CCC(CC1O)(C)C)CC=CC2